C=CC(CC)=O Penten-3-on